FC1=C(C(=O)NC2CCN(CC2)C)C=C(C(=C1)NC1=NC=C(C(=N1)CC1=C2C(N(C3(C2=CC=C1)CC3)C)=O)C(F)(F)F)OC 2-fluoro-5-methoxy-4-((4-((2'-methyl-3'-oxospiro[cyclopropan-1,1'-isoindoline]-4'-yl)methyl)-5-(trifluoromethyl)pyrimidin-2-yl)amino)-N-(1-methylpiperidin-4-yl)benzamide